C(C)(=O)O[C@@H]1[C@H](O[C@@H]([C@@H]([C@H]1OC(C)=O)OC(C)=O)OC1=CC2=CC=C(C=C2C=C1)Br)COC(C)=O (2R,3R,4S,5R,6R)-2-(acetoxymethyl)-6-((6-bromonaphthalen-2-yl)oxy)-tetrahydro-2H-pyran-3,4,5-triyl triacetate